3-(1-hydroxypropan-2-yl)-6-(4-morpholinophenyl)-8-(pyridin-3-yl)pyrido[3,4-d]pyrimidin-4(3H)-one OCC(C)N1C=NC2=C(C1=O)C=C(N=C2C=2C=NC=CC2)C2=CC=C(C=C2)N2CCOCC2